CC=1N(C2=CC=C(C=C2C1C=1N=CN(C1)C)S(=O)(=O)N)C1=CC=C(C=C1)OC(F)(F)F methyl-3-(1-methyl-1H-imidazol-4-yl)-1-(4-(trifluoromethoxy)phenyl)-1H-indole-5-sulfonamide